C[C@@H]1CN(C[C@@H](N1)C)C1=C2C=NC(=NC2=C(C=C1)C(=O)NC1=CC2=CN(N=C2C(=C1)OC1=NC=NC=C1)C)OC 5-((3R,5S)-3,5-dimethylpiperazin-1-yl)-2-methoxy-N-(2-methyl-7-(pyrimidin-4-yloxy)-2H-indazol-5-yl)quinazoline-8-carboxamide